ClC1=CC=C(C=N1)CN(S(=O)(=O)NC#N)C N-[(6-chloropyridin-3-yl)methyl]-N'-cyano-N-methylsulfamide